6-Ethyl-N-((S)-1-(2-(4-fluorophenyl)-5-(1H-pyrazol-4-yl)-1H-imidazol-4-yl)-7-oxononyl)-6-azaspiro[2.5]octan-1-carboxamid C(C)N1CCC2(CC2C(=O)N[C@@H](CCCCCC(CC)=O)C=2N=C(NC2C=2C=NNC2)C2=CC=C(C=C2)F)CC1